C(CC)N1C(C=NC2=CC=CC=C12)=O 1-N-propylquinoxalin-2(1H)-one